5-chloro-2-[(6,7-dichloro-3-thiomorpholinylsulfonyl-4-quinolinyl)amino]benzoic acid ClC=1C=CC(=C(C(=O)O)C1)NC1=C(C=NC2=CC(=C(C=C12)Cl)Cl)S(=O)(=O)N1CCSCC1